P(OCCCCCCCCCCCCCCCCCCCCCC)(OCCCCCCCCCCCCCCCCCCCCCC)OCCCCCCCCCCCCCCCCCCCCCC trisbehenyl phosphite